6-chloro-7-fluoro-1-(2,2,2-trifluoroethyl)-1H-pyrazolo[4,3-c]pyridine ClC1=C(C2=C(C=N1)C=NN2CC(F)(F)F)F